ethyl 4-(5-methyl-1,3-dihydroisobenzofuran-4-yl)-2-oxo-cyclohexanecarboxylate CC=1C(=C2COCC2=CC1)C1CC(C(CC1)C(=O)OCC)=O